6-(4-chloro-3-fluorobenzyl)-2-methyl-5-oxo-N-(pyridin-2-ylmethyl)-5,6-dihydro-1,6-naphthyridine-3-carboxamide ClC1=C(C=C(CN2C(C=3C=C(C(=NC3C=C2)C)C(=O)NCC2=NC=CC=C2)=O)C=C1)F